ethyl 2-[[3-(tert-butoxycarbonylamino)-1-phenyl-propyl] amino]-6-chloro-pyridine-3-carboxylate C(C)(C)(C)OC(=O)NCCC(C1=CC=CC=C1)NC1=NC(=CC=C1C(=O)OCC)Cl